3-ethoxy-1-ethyl-5-(2-fluorophenyl)pyrazole-4-carboxylic acid ethyl ester C(C)OC(=O)C=1C(=NN(C1C1=C(C=CC=C1)F)CC)OCC